ethyl (R)-1-(1-(3,5-dibromo-4-fluoro-1H-pyrazol-1-yl)-3,3-dimethylbutan-2-yl)-4-oxo-1,4-dihydropyridine-3-carboxylate BrC1=NN(C(=C1F)Br)C[C@@H](C(C)(C)C)N1C=C(C(C=C1)=O)C(=O)OCC